ClC1=NC(=NC(=C1)C)C 4-chloro-2,6-dimethyl-pyrimidine